N,N-diethyl-3-[4-[4-fluoro-2-(trifluoromethyl)benzoyl]piperazin-1-yl]-4-methoxybenzenesulfonamide C(C)N(S(=O)(=O)C1=CC(=C(C=C1)OC)N1CCN(CC1)C(C1=C(C=C(C=C1)F)C(F)(F)F)=O)CC